N(=NC1=CC=CC=C1)C1=CC=CC=C1 AZO-benzene